ClC=1C(N(N=CC1NC[C@@H]1COCCC1)[C@H]1CC(N(CC1)C1=CC(=CC(=C1)F)F)=O)=O 4-chloro-2-((R)-1-(3,5-difluorophenyl)-2-oxopiperidin-4-yl)-5-((((R)-tetrahydro-2H-pyran-3-yl)methyl)amino)pyridazin-3(2H)-one